C(C)OP(=O)(C)C1=CC=C(C=C1)C1=C(N(C=2C=C3C=NNC3=CC21)C2=CC=C(C=C2)F)C2CCOCC2 7-[4-[Ethoxy(methyl)phosphoryl]phenyl]-5-(4-fluorophenyl)-6-tetrahydropyran-4-yl-1H-pyrrolo[2,3-f]indazole